(2R,3R,4S,5S)-4-(1-methyl-4-(trifluoromethyl)-1H-imidazol-2-yl)cubane-1-carboxylic acid CN1C(=NC(=C1)C(F)(F)F)C12C3C4C5(C(C14)C2C53)C(=O)O